(R)-(+)-trans-4-(1-aminoethyl)-N-(4-pyridinyl)cyclohexanecarboxamide N[C@H](C)[C@@H]1CC[C@H](CC1)C(=O)NC1=CC=NC=C1